1-benzyl-5-methoxy-3-((2-methyl-4'-(trifluoromethoxy)-[1,1'-biphenyl]-3-yl)methyl)-1H-indole C(C1=CC=CC=C1)N1C=C(C2=CC(=CC=C12)OC)CC=1C(=C(C=CC1)C1=CC=C(C=C1)OC(F)(F)F)C